7-(trifluoromethyl)imidazo[2,1-f][1,2,4]triazin-4-amine FC(C1=CN=C2C(=NC=NN21)N)(F)F